NC1=NC2=C(C=3N1N=C(N3)C=3OC=CC3)SC(N2CCN2CCN(CC2)C=2C(=CC(=C(OCC(=O)OCC)C2)F)F)=O ethyl 2-(5-(4-(2-(5-amino-8-(furan-2-yl)-2-oxothiazolo[5,4-e][1,2,4]triazolo[1,5-c]pyrimidin-3(2H)-yl) ethyl)piperazin-1-yl)-2,4-difluorophenoxy)acetate